[Sn].C(CCC)C(=C(CCCC)CCCC)OCC tributyl-(2-ethoxyethylene) tin